tert-butyl (R,E)-3-(4-(3H-[1,2,3]triazolo[4,5-b]pyridin-3-yl)-N-(3-(4-((tertbutyldimethylsilyl)oxy)but-1-en-1-yl)-4-methylpyridin-2-yl)-2-fluorobenzamido)piperidine-1-carboxylate N1=NN(C2=NC=CC=C21)C2=CC(=C(C(=O)N(C1=NC=CC(=C1\C=C\CCO[Si](C)(C)C(C)(C)C)C)[C@H]1CN(CCC1)C(=O)OC(C)(C)C)C=C2)F